methyl (R)-2-cyclopropyl-4-((2-(4-((2,3-dihydroxypropyl)carbamoyl)phenyl)-3-oxo-2,8-diazaspiro[4.5]decan-8-yl)methyl)-5-ethoxybenzoate C1(CC1)C1=C(C(=O)OC)C=C(C(=C1)CN1CCC2(CC(N(C2)C2=CC=C(C=C2)C(NC[C@H](CO)O)=O)=O)CC1)OCC